C1(=CC=CC=C1)C=CC=CC(=O)O 5-phenyl-2,4-pentadienoic acid